C1(CC1)N1N=CC(=C1)C=1NC=CC1 2-(1-cyclopropyl-1H-pyrazol-4-yl)-1H-pyrrole